BrC=1C(=C(C=CC1)C(C)C1=NN(C(=C1)OCC)C=1C=C(OC=2C(=C3C=CN(C3=CC2F)S(=O)(=O)C2=CC=C(C)C=C2)F)C=CC1F)F 5-(3-(3-(1-(3-Bromo-2-fluorophenyl)ethyl)-5-ethoxy-1H-pyrazol-1-yl)-4-fluorophenoxy)-4,6-difluoro-1-tosyl-1H-indole